7-bromo-N-(2-((1S,3S,5S)-3-cyano-2-azabicyclo[3.1.0]hex-2-yl)-2-oxoethyl)quinoline-4-carboxamide 3-sulfopropyl-acrylate S(=O)(=O)(O)CCCOC(C=C)=O.BrC1=CC=C2C(=CC=NC2=C1)C(=O)NCC(=O)N1[C@H]2C[C@H]2C[C@H]1C#N